(1S,2S)-4'-fluoro-2-{3-[(5-methoxy-2-methylpyrimidin-4-yl)amino]-1H-indazol-6-yl}spiro[cyclopropane-1,3'-indol]-2'(1'H)-one FC1=C2[C@@]3(C(NC2=CC=C1)=O)[C@@H](C3)C3=CC=C1C(=NNC1=C3)NC3=NC(=NC=C3OC)C